N-vinyl-aziridine C(=C)N1CC1